1-Cyclopropyl-6-(4-fluorophenoxy)-N-(5-vinyl-1H-pyrrolo[3,2-b]pyridin-3-yl)-1H-benzo[d]imidazole-2-amine C1(CC1)N1C(=NC2=C1C=C(C=C2)OC2=CC=C(C=C2)F)NC2=CNC=1C2=NC(=CC1)C=C